(1R)-1-(4-phenyl-1,3-oxazol-2-yl)-6-azaspiro[2.5]octane-6-sulfonamide C1(=CC=CC=C1)C=1N=C(OC1)[C@@H]1CC12CCN(CC2)S(=O)(=O)N